homoterephthalic acid C(CC1=CC=C(C(=O)O)C=C1)(=O)O